C(CCCCC(=O)O)(=O)O.C(CCCCC(=O)O)(=O)O adipic acid (Adipate)